C(=N)N.[Cs].[Pb] lead-cesium formamidine